(4-(5-aminoisoxazol-3-yl)piperidin-1-yl)(3-chloro-5-(trifluoromethyl)phenyl)methanone NC1=CC(=NO1)C1CCN(CC1)C(=O)C1=CC(=CC(=C1)C(F)(F)F)Cl